5-[5-(dimethylamino)pyrazin-2-yl]-3-[3-(dimethylsulfamoylamino)-2-fluoro-benzoyl]-1H-pyrrolo[2,3-b]pyridine CN(C=1N=CC(=NC1)C=1C=C2C(=NC1)NC=C2C(C2=C(C(=CC=C2)NS(N(C)C)(=O)=O)F)=O)C